4'-{[1-({[2-fluoro-4-(trifluoromethyl)phenyl]methyl}carbamoyl)-D-prolyl]amino}[1,1'-biphenyl]-4-carboxylic acid FC1=C(C=CC(=C1)C(F)(F)F)CNC(=O)N1[C@H](CCC1)C(=O)NC1=CC=C(C=C1)C1=CC=C(C=C1)C(=O)O